C(C)(C)(C)OC(=O)N1[C@@H]2CN([C@H](C1)C2)CCC(NC2=NC=CC(=C2)Br)=O (1S,4S)-5-{2-[(4-bromopyridin-2-yl)carbamoyl]Ethyl}-2,5-diazabicyclo[2.2.1]Heptane-2-carboxylic acid tert-butyl ester